2-((3-(diethylamino)propyl)amino)-N-undecylheptadecanamide C(C)N(CCCNC(C(=O)NCCCCCCCCCCC)CCCCCCCCCCCCCCC)CC